C(#C)C=1C(=CC=C2C=CC=C(C12)C1=C(C=2N=C(N=C(C2C=N1)N1CCCCC1)OC[C@]12CCCN2C[C@@H](C1)F)F)F 7-(8-ethynyl-7-fluoronaphthalen-1-yl)-8-fluoro-2-{[(2R,7aS)-2-fluorotetrahydro-1H-pyrrolizin-7a(5H)-yl]methoxy}-4-(piperidin-1-yl)pyrido[4,3-d]pyrimidine